C(C#CCCS(=O)(=O)[O-])CS(=O)(=O)[O-] 2-butyn-1,4-diyldimethanesulfonate